C(C)C1OCCCNC1 2-ethyl-1,4-oxazepane